3-((tert-butyldimethylsilyl)oxy)-N-(4-(chlorodifluoromethoxy)phenyl)-2'-oxo-4'-(1H-pyrazol-5-yl)spiro[cyclopentane-1,3'-indoline]-6'-carboxamide [Si](C)(C)(C(C)(C)C)OC1CC2(C(NC3=CC(=CC(=C23)C2=CC=NN2)C(=O)NC2=CC=C(C=C2)OC(F)(F)Cl)=O)CC1